COC=1C=C(CN2CC(N(CC2)C2CC3(CN(C3)C3=CC=C(C(=O)O)C=C3)C2)C2=C(C=CC=C2)C(C)C)C=CC1OC 4-(6-(4-(3,4-dimethoxybenzyl)-2-(2-isopropylphenyl)piperazin-1-yl)-2-azaspiro[3.3]heptan-2-yl)benzoic acid